C1(=CC=CC=C1)C1=NC(=NC(=N1)C1=CC=C(C=C1)C1=CC=CC=C1)C1=CC(=CC=C1)B1OC(C(O1)(C)C)(C)C 2-phenyl-4-(4-phenylphenyl)-6-[3-(4,4,5,5-tetramethyl-1,3,2-dioxaborolan-2-yl)phenyl]-1,3,5-triazine